CN1C(C2=C(C(=C1)C1=C(C=CC(=C1)CS(=O)(=O)C)OCC(F)(F)F)C=CO2)=O 6-methyl-4-[5-(methylsulfonylmethyl)-2-(2,2,2-trifluoroethoxy)phenyl]furo[2,3-c]pyridin-7-one